tert-butyl ((1r,3r)-3-(4-(2-(4-((2-Bromo-5-fluoropyridin-3-yl)oxy)phenyl)propan-2-yl)phenoxy)cyclobutyl)carbamate BrC1=NC=C(C=C1OC1=CC=C(C=C1)C(C)(C)C1=CC=C(OC2CC(C2)NC(OC(C)(C)C)=O)C=C1)F